6-amino-N-(5-chloro-6-(4-fluoro-2,6-dimethylphenyl)pyridin-2-yl)pyridine-2-sulfonamide ethyl-2-((2-((2,6-dichlorophenyl)amino)-2-oxoethyl)thio)-1H-imidazole-4-carboxylate C(C)OC(=O)C=1N=C(NC1)SCC(=O)NC1=C(C=CC=C1Cl)Cl.NC1=CC=CC(=N1)S(=O)(=O)NC1=NC(=C(C=C1)Cl)C1=C(C=C(C=C1C)F)C